[Si](C)(C)(C(C)(C)C)OC(C(C)C1=NC=2C(=C3C(=NC2)N(C=C3)S(=O)(=O)C3=CC=CC=C3)N1)C 2-(3-((tert-butyldimethylsilyl)oxy)butan-2-yl)-6-(benzenesulfonyl)-1,6-dihydroimidazo[4,5-d]Pyrrolo[2,3-b]Pyridine